5-methyl-6,7-dihydro-4H-thiazolo[5,4-c]pyridin-2-carboxylic acid hydrochloride salt Cl.CN1CC2=C(CC1)N=C(S2)C(=O)O